N-(4-(5-cyclobutyl-1,2,4-oxadiazol-3-yl)benzyl)pyrazin-2-amine C1(CCC1)C1=NC(=NO1)C1=CC=C(CNC2=NC=CN=C2)C=C1